N1C(=NC2=C1C=CC=C2)C2=NC1=C3N=C(C=CC3=CC=C1C=C2)C2=NC1=C(N2)C=CC=C1 2,9-Bis(1H-benzimidazol-2-yl)-1,10-phenanthroline